2-Chloro-4-nitrobenzoic acid tert-butyl ester C(C)(C)(C)OC(C1=C(C=C(C=C1)[N+](=O)[O-])Cl)=O